ClC1=C(C=2N=C(N=C3C2C(=N1)OCCC1N3CC3CCC1N3C(=O)[O-])SC)F 2-chloro-1-fluoro-13-(methylthio)-5,6,6a,7,8,9,10,11-octahydro-4-oxa-3,11a,12,14,15-pentaaza-7,10-methanocyclohepta[4,5]cycloocta[1,2,3-de]naphthalene-15-carboxylate